N[C@@H]1CN(CC[C@H]1F)C1=NC2=C(N1CC(=O)N1CC(CC1)OC(F)F)C=C(C(=C2)F)F 2-(2-((3R,4R)-3-Amino-4-fluoropiperidin-1-yl)-5,6-difluoro-1H-benzo[d]imidazol-1-yl)-1-(3-(difluoromethoxy)pyrrolidin-1-yl)ethanon